C(CP(O)(=O)O)P(O)(=O)O ethane-1,2-diphosphonic acid